(2E)-3-(4-fluorophenyl)prop-2-en-1-ol FC1=CC=C(C=C1)/C=C/CO